BrC=1C=C2C(=C(C=NC2=CC1)C1=CC(=NO1)C1CCN(CC1)C(=O)OC(C)(C)C)NC(C)C tert-butyl 4-(5-(6-bromo-4-(isopropylamino)quinolin-3-yl)isoxazol-3-yl)piperidine-1-carboxylate